methyl-trichlorosilane C[Si](Cl)(Cl)Cl